CC1=NC(=NC(=C1)C(F)(F)F)N1CCNCC1 4-Methyl-2-piperazin-1-yl-6-(trifluoromethyl)pyrimidine